6-((Cyclopropanecarbonyl)imino)-4-((2-methoxy-3-(2-methyl-2H-tetrazol-5-yl)phenyl)amino)-N-(methyl-d3)-1-((methylthio)methyl)-1,6-dihydropyridine-3-carboxamide C1(CC1)C(=O)N=C1C=C(C(=CN1CSC)C(=O)NC([2H])([2H])[2H])NC1=C(C(=CC=C1)C=1N=NN(N1)C)OC